CC(C)N1N=NC2=C1C=CC(=C2)C2=NOC(=N2)C21C3C4C5C3C1C5C42C(=O)O 8-{3-[1-(propan-2-yl)-1H-1,2,3-benzotriazol-5-yl]-1,2,4-oxadiazol-5-yl}cubane-1-carboxylic acid